FC=1C=C(C=NC1)C1=NOC(C1)C(=O)OC methyl 3-(5-fluoropyridin-3-yl)-4,5-dihydroisoxazole-5-carboxylate